ClC=1N=CC2=C(N1)N(C(=C2)C2CC2)C2=NC(=CC=C2)CC(C)C 2-chloro-6-cyclopropyl-7-(6-isobutylpyridin-2-yl)-7H-pyrrolo[2,3-d]Pyrimidine